O[C@@H]1C[C@@H](O[C@@H]1CO)N1C(NC(C=C1)=O)=O 1-[(2R,4R,5R)-4-hydroxy-5-(hydroxymethyl)oxolan-2-yl]-3H-pyrimidine-2,4-dione